3,5-dibromophenylboronic acid BrC=1C=C(C=C(C1)Br)B(O)O